N1CCC[C@]12CN(CC2)C2=C1C(=NC=C2)NC=C1 4-[(5S)-1,7-diazaspiro[4.4]nonan-7-yl]-1H-pyrrolo[2,3-b]pyridin